(3-Glycidoxypropyl)methyldimethoxy-silan C(C1CO1)OCCC[Si](OC)(OC)C